COC([C@H](CC1=CC=C(C=C1)N1C(C2(C3=CC(=C(C=C13)N(C)C)F)CC2)=O)NC(C2=CC=CC=C2)(C2=CC=CC=C2)C2=CC=CC=C2)=O (S)-3-(4-(6'-(dimethylamino)-5'-fluoro-2'-oxospiro[cyclopropane-1,3'-indoline]-1'-yl)phenyl)-2-(tritylamino)propionic acid methyl ester